1-bromo-3-(4-methoxy-3-nitrophenyl)-3-methylbutan-2-one BrCC(C(C)(C)C1=CC(=C(C=C1)OC)[N+](=O)[O-])=O